(3α,5α)-3-Hydroxy-19-methoxypregnan-20-one O[C@H]1C[C@@H]2CC[C@H]3[C@@H]4CC[C@H](C(C)=O)[C@]4(CC[C@@H]3[C@]2(CC1)COC)C